2-(4-aminophenyl)acetic acid benzyl ester trifluoroacetate FC(C(=O)O)(F)F.C(C1=CC=CC=C1)OC(CC1=CC=C(C=C1)N)=O